[N-](S(=O)(=O)C(F)(F)F)S(=O)(=O)C(F)(F)F.CN1C(CCC1)CCCC N-methylbutylpyrrolidine bis(trifluoromethanesulfonyl)imide salt